BrC1=CC(=C(C=2C(=CN=CC12)I)O)F 8-Bromo-6-fluoro-4-iodoisoquinolin-5-ol